N-(2-(1-((5-(2,6-dioxopiperidin-3-yl)pyridin-2-yl)methyl)piperidin-4-yl)-6-methoxy-2H-indazol-5-yl)-6-(trifluoromethyl)nicotinamide O=C1NC(CCC1C=1C=CC(=NC1)CN1CCC(CC1)N1N=C2C=C(C(=CC2=C1)NC(C1=CN=C(C=C1)C(F)(F)F)=O)OC)=O